N1C(C=CC=C1)=O pyrid-2(1H)-one